C[C@@H]1N([C@H](C1)C)C=O ((2s,4s)-2,4-dimethylazetidin-1-yl)methanone